C(C)(C)(C)OC(=O)N1CCC(CC1)CCN1CC(N(CC1)C1=CC(=CC=C1)C1(CNC2=NC=CC(=C21)Cl)CC(F)F)=O {4-[2-(4-{3-[4-chloro-3-(2,2-difluoroethyl)-1H-pyrrolo[2,3-b]pyridin-3-yl]phenyl}-3-oxopiperazin-1-yl)ethyl]piperidin-1-yl}carboxylic acid tert-butyl ester